N-{[(3S,4R)-2-[5-Chloro-2-(2H-1,2,3-triazol-2-yl)benzoyl]-4-methyl-2-azabicyclo[3.1.1]heptan-3-yl]methyl}-[1,3]oxazolo[5,4-b]pyridin-2-amin ClC=1C=CC(=C(C(=O)N2C3CC([C@H]([C@H]2CNC=2OC4=NC=CC=C4N2)C)C3)C1)N1N=CC=N1